(2S)-2-[({6-[2-hydroxy-4-(trifluoromethyl)phenyl]-5-methyl-1,2,4-triazin-3-yl}amino)methyl]morpholine OC1=C(C=CC(=C1)C(F)(F)F)C1=C(N=C(N=N1)NC[C@@H]1CNCCO1)C